(carboxymethyl)uridine C(=O)(O)C[C@@]1([C@H](O)[C@H](O)[C@@H](CO)O1)N1C(=O)NC(=O)C=C1